NC1=NC(=CC(=C1)C[C@@H]1[C@H](N(C1=O)C(=O)N[C@H](CC)C=1C=NC(=CC1)C)C(=O)N(C)C=1N(C=CN1)C)C (2S,3R)-3-((2-amino-6-methylpyridin-4-yl)methyl)-N2-(1-methyl-1H-imidazol-2-yl)-N1-((R)-1-(6-methylpyridin-3-yl)propyl)-N2-methyl-4-oxoazetidine-1,2-dicarboxamide